1-(6-bromopyrrolo[2,1-f][1,2,4]triazin-4-yl)-4,4-difluoro-pyrrolidin-3-ol BrC=1C=C2C(=NC=NN2C1)N1CC(C(C1)(F)F)O